OCCN HYDROXYETHYLAMINE